N-((S)-1-(4-chlorophenyl)-3,3,3-trifluoropropyl)-2-(2,6-dioxopiperidin-3-yl)-1-oxoisoindoline-5-carboxamide ClC1=CC=C(C=C1)[C@H](CC(F)(F)F)NC(=O)C=1C=C2CN(C(C2=CC1)=O)C1C(NC(CC1)=O)=O